C(CCC)OC(C(C(C(=O)OCCCC)C(C)CC)(C(C)CC)C#N)=O 2-cyano-2,3-di-sec-butylbutanedioic acid di-n-butyl ester